COC(C1=C(C=C(C=C1)NC=C1C(OC(OC1=O)(C)C)=O)F)=O 4-(((2,2-dimethyl-4,6-dioxo-1,3-dioxane-5-ylidene)methyl)amino)-2-fluorobenzoic acid methyl ester